Dimethyl-phenyl-phosphine CP(C1=CC=CC=C1)C